4-(1H-IMIDAZOL-4-YL)BENZALDEHYDE N1C=NC(=C1)C1=CC=C(C=O)C=C1